ClC1=C(C(=C(C=N1)N)N)F 6-chloro-5-fluoropyridine-3,4-diamine